ClCCCC=1C=CC=C2C(=NNC12)I 7-(3-chloropropyl)-3-iodo-1H-indazole